(S)-isopropyl 6-(3-((benzyloxy)methyl)-4-ethyl-5-oxo-4,5-dihydro-1H-1,2,4-triazol-1-yl)-5-fluoro-2-(pentan-2-ylamino)nicotinate C(C1=CC=CC=C1)OCC1=NN(C(N1CC)=O)C1=NC(=C(C(=O)OC(C)C)C=C1F)N[C@@H](C)CCC